ClC=1C(=NC(=NC1)NC1=C(C=C(C=C1)N1CCN(CC1)C(=O)OC(C)(C)C)OC)NC1=C(C=CC=C1)P(=O)(C)C tert-butyl 4-(4-((5-chloro-4-((2-(dimethylphosphoryl)phenyl)amino) pyrimidin-2-yl)amino)-3-methoxyphenyl)piperazine-1-carboxylate